ClC1=C(C=C2CCCNC2=C1)F 7-chloro-6-fluoro-1,2,3,4-tetrahydroquinoline